propenyl-oxazolone C(=CC)C=1NC(OC1)=O